N-(3-benzyl-4-oxo-3,4-dihydro-quinazolin-5-yl)-3,5-dichloro-4-hydroxybenzoamide C(C1=CC=CC=C1)N1C=NC2=CC=CC(=C2C1=O)NC(C1=CC(=C(C(=C1)Cl)O)Cl)=O